2,5-dioxopyrrolidin-1-yl (2-(2-methoxyethoxy)ethyl) carbonate C(ON1C(CCC1=O)=O)(OCCOCCOC)=O